2-((4-((4-(3-((2-((1S)-1-((tetrahydro-2H-pyran-2-yl)oxy)ethyl)-1H-imidazol-1-yl)methyl-yl)isoxazol-5-yl)phenyl)ethynyl)benzyl)amino)ethan-1-ol O1C(CCCC1)O[C@@H](C)C=1N(C=CN1)C=C1NOC(=C1)C1=CC=C(C=C1)C#CC1=CC=C(CNCCO)C=C1